5-(2-((2,3-dihydro-1H-inden-2-yl)amino)pyrimidin-5-yl)-4-methylthiazol-2-amine C1C(CC2=CC=CC=C12)NC1=NC=C(C=N1)C1=C(N=C(S1)N)C